Boc-(R)-γ-(3,4-difluorobenzyl)-L-proline C(=O)(OC(C)(C)C)N1[C@H](CC(C1)CC1=CC(=C(C=C1)F)F)C(=O)O